OC(=O)C(F)(F)F.CCC(CC)C1=NC=2N(C(=C1)N[C@@H]1C[C@H](CC1)NC(=O)C1=CC=C(C=C1)C1=CC=C(C=C1)CNC(OC(C)(C)C)=O)N=CC2 tert-butyl ((4'-(((1S,3S)-3-((5-(pentan-3-yl)pyrazolo[1,5-a]pyrimidin-7-yl)amino)cyclopentyl)carbamoyl)-[1,1'-biphenyl]-4-yl)methyl)carbamate TFA salt